C(C1=CC=CC=C1)OC(=O)C1(CCC1)C(C)(F)F 1-(1,1-difluoroethyl)cyclobutane-1-carboxylic acid benzyl ester